9-(2-(tributylstannyl)allyl)-9H-carbazole C(CCC)[Sn](C(CN1C2=CC=CC=C2C=2C=CC=CC12)=C)(CCCC)CCCC